N-(4-fluoro-2-(3-isopropyl-5-methylisoxazol-4-yl)phenyl)-4-(6-((tetrahydro-2H-pyran-4-yl)methyl)-2,6-diazaspiro[3.3]Heptan-2-yl)pyrimidin-5-amine FC1=CC(=C(C=C1)NC=1C(=NC=NC1)N1CC2(C1)CN(C2)CC2CCOCC2)C=2C(=NOC2C)C(C)C